C[C@@H]1O[C@@H](CN(C1)C1=NC=CC(=N1)C1=NC2=CC(=NC=C2C=C1)CNC(=O)C=1C=CC2=C(C(=CO2)S(=O)(=O)C)C1)C N-((2-(2-((2S,6R)-2,6-dimethylmorpholino)pyrimidin-4-yl)-1,6-naphthyridin-7-yl)methyl)-3-(methylsulfonyl)benzofuran-5-carboxamide